[4-(2-methylpropyl)-phenyl]iodonium CC(CC1=CC=C(C=C1)[IH+])C